OC1=C(C(=O)C2=CC=CC=C2)C=CC(=C1)OCC(CC)CC 2-hydroxy-4-(2-ethylbutoxy)benzophenone